C[C@]1(N(CCC1)C(=O)OC(C)(C)C)C(=O)OC 1-(tert-butyl) 2-methyl (R)-2-methylpyrrolidine-1,2-dicarboxylate